Cl[Si](C[Si](C[Si](C)(Cl)Cl)(Cl)Cl)(C)Cl 1,1,3,3,5,5-hexachloro-1,5-dimethyl-1,3,5-trisilapentane